The molecule is a member of the class of dihydroisocoumarins that is hydrangenol attached to a beta-D-glucopyranosyl residue at position 8 via a glycosidic linkage. It has been isolated from the roots of Scorzonera judaica. It has a role as a metabolite and a plant metabolite. It is a member of dihydroisocoumarins, a member of phenols, a monosaccharide derivative and a beta-D-glucoside. It derives from a hydrangenol. C1C(OC(=O)C2=C1C=CC=C2O[C@H]3[C@@H]([C@H]([C@@H]([C@H](O3)CO)O)O)O)C4=CC=C(C=C4)O